N1C[C@H](CCC1)C=1NC2=C(C(=NC=3C=C(C=CC23)C2=NNC=C2)N)N1 (S)-2-(Piperidin-3-yl)-7-(1H-pyrazol-3-yl)-1H-imidazo[4,5-c]quinolin-4-amine